NS(=NC(CC1=C(C(=C(C=C1C(C)C)C#N)F)C(C)C)=O)(=O)C1=CN=C(S1)C(CO)(C)O N-(amino(2-(1,2-dihydroxypropan-2-yl)thiazol-5-yl)(oxo)-λ6-sulfaneylidene)-2-(4-cyano-3-fluoro-2,6-diisopropylphenyl)acetamide